tert-butyl 4-[[[3-[N'-(2-chloro-5-fluoro-phenyl)carbamimidoyl]-6-(4,5-dimethoxy-2-methyl-phenyl)pyrrolo[1,2-b]pyridazin-4-yl]amino]methyl]piperidine-1-carboxylate ClC1=C(C=C(C=C1)F)N=C(N)C1=C(C=2N(N=C1)C=C(C2)C2=C(C=C(C(=C2)OC)OC)C)NCC2CCN(CC2)C(=O)OC(C)(C)C